C(C=CCCCCCCCCC)C(C(=O)O)CC(=O)O (2-dodecen-1-yl)succinic acid